C(C)NC(N(CC)CC)=O triethylurea